C(C)C(CN1C(=C(C(C2=C(C=C(C=C12)OC)OCC1=CC=CC=C1)=O)OCC1=CC=CC=C1)C1=CC(=C(C=C1)OCC1=CC=CC=C1)OC)CCCC N-(2-ethylhexyl)-2-(3-methoxy-4-benzyloxyphenyl)-7-methoxy-3,5-dibenzyloxyquinolin-4-one